Tert-Butyl cis-3-(((benzyloxy)carbonyl)amino)-2-((6-phenylpyridin-2-yl)methyl)piperidine-1-carboxylate C(C1=CC=CC=C1)OC(=O)N[C@@H]1[C@@H](N(CCC1)C(=O)OC(C)(C)C)CC1=NC(=CC=C1)C1=CC=CC=C1